OC[C@H]1[C@H](CN(CC1)C(=O)OC(C)(C)C)C |o1:2,3| tert-butyl rel-(3R,4R)-4-(hydroxymethyl)-3-methylpiperidine-1-carboxylate